FC1=C2C(=NC=NC2=CC=C1)N[C@@H](C(C)C)C=1N(C(C2=C(C=CC=C2C1)C=1C=NC(=NC1)C)=O)C1=CC=CC=C1 (S)-3-(1-((5-fluoroquinazolin-4-yl)amino)-2-methylpropyl)-8-(2-methylpyrimidin-5-yl)-2-phenylisoquinolin-1(2H)-one